C(C)(C)(C)OC(CCCCC(=O)O)=O 6-(tert-butoxy)-6-oxohexanoic acid